FC=1C(=NC=CC1)C1(CCC1)NC1=NC=C(C=N1)C#N 2-{[(3-fluoro-2-pyridyl)cyclobutyl]amino}pyrimidine-5-carbonitrile